Tert-Butyl (S)-3-((7-((tert-butoxycarbonyl)(3-fluorophenyl)amino)-3-cyclopropylpyrazolo[1,5-a]pyrimidin-5-yl)hydroxy)piperidine-1-carboxylate C(C)(C)(C)OC(=O)N(C1=CC(=NC=2N1N=CC2C2CC2)O[C@@H]2CN(CCC2)C(=O)OC(C)(C)C)C2=CC(=CC=C2)F